4-((3S)-4-((4-amino-1,3-dihydrofuro[3,4-c][1,7]naphthyridin-8-yl)carbonyl)-3-morpholinyl)benzonitrile NC1=NC=2C=NC(=CC2C2=C1COC2)C(=O)N2[C@H](COCC2)C2=CC=C(C#N)C=C2